COC=1C=C2CCN(CC2=CC1NC1=NC2=CC(=CC=C2C=N1)NC[C@]1(COCC1)C)C |r| (S and R)-N~2~-(6-methoxy-2-methyl-1,2,3,4-tetrahydroisoquinolin-7-yl)-N~7~-[(3-methyloxolan-3-yl)methyl]quinazoline-2,7-diamine